3-Ethoxy-5-{6-[2-(4,6,7-trifluoro-2-methyl-indol-1-yl)-ethylamino]-pyrimidin-4-yl}-thiophen C(C)OC1=CSC(=C1)C1=NC=NC(=C1)NCCN1C(=CC2=C(C=C(C(=C12)F)F)F)C